FC(C1=NC(=CC(=N1)NC1=NC=C(C(=O)N)C(=C1)NC)NCC1=C(C=C(C=C1)OC)OC)F 6-((2-(difluoromethyl)-6-((2,4-dimethoxybenzyl)amino)pyrimidin-4-yl)amino)-4-(methylamino)nicotinamide